BrC1=C(C=CC=C1)C(C(C)C)C o-bromo(1,2-dimethylpropyl)benzene